(4-((3-chlorophenyl)amino)-3-nitrophenyl)(piperidin-1-yl)methanone tert-butyl-(R or S)-(7'-methyl-5'-oxo-5'H,7'H-spiro[cyclopropane-1,8'-pyrano[4,3-b]pyridin]-2'-yl)carbamate C(C)(C)(C)N(C(O)=O)C1=CC=C2C(=N1)C1([C@H](OC2=O)C)CC1.ClC=1C=C(C=CC1)NC1=C(C=C(C=C1)C(=O)N1CCCCC1)[N+](=O)[O-] |o1:15|